3-fluoro-6-(2-methoxy-4-pyridyl)-2-methyl-aniline FC=1C(=C(N)C(=CC1)C1=CC(=NC=C1)OC)C